C(C)N(CCCCCCCCCCCCCCCCCCCCC(=O)[NH-])CC N-(3-diethylaminopropyl)stearoylamide